NC1=NC=C(C2=C1C(=C(N2C)C2=C(C(=C(C=C2)NC(C(=C)C)=O)F)F)C2=CC(=C(C=C2)OC2=NC=CC(=N2)C)F)C#N N-(4-(4-amino-7-cyano-3-(3-fluoro-4-((4-methylpyrimidin-2-yl)oxy)phenyl)-1-methyl-1H-pyrrolo[3,2-c]pyridin-2-yl)-2,3-difluorophenyl)methacrylamide